6-azido-2-[(2,2-difluorocyclopropyl)methyl]-4-methyl-7,8-dihydro-6H-pyrazolo[1,5-a][1,3]diazepin-5-one N(=[N+]=[N-])C1C(N(C=2N(CC1)N=C(C2)CC2C(C2)(F)F)C)=O